N-((1-(6-(2-hydroxyphenyl)pyridazin-4-yl)-4-phenylpiperidin-4-yl)methyl)-N-methyl-5-azaspiro[3.5]nonane-8-carboxamide OC1=C(C=CC=C1)C1=CC(=CN=N1)N1CCC(CC1)(C1=CC=CC=C1)CN(C(=O)C1CCNC2(CCC2)C1)C